1-{2-[4-(dimethylamino)butyrylamino]acetyl}pyrrolidine-2-carboxamide tert-butyl-6-[3-cyano-4-(trifluoromethyl)phenoxy]-2-azaspiro[3.3]heptane-2-carboxylate C(C)(C)(C)OC(=O)N1CC2(C1)CC(C2)OC2=CC(=C(C=C2)C(F)(F)F)C#N.CN(CCCC(=O)NCC(=O)N2C(CCC2)C(=O)N)C